COC1=C(C=CC(=C1)[C@@H]2[C@H](OC3=C(O2)C=C(C=C3)[C@@H]4[C@H](C(=O)C5=C(C=C(C=C5O4)O)O)O)CO)O The molecule is a flavonolignan isolated from milk thistle, Silybum marianum, that has been shown to exhibit antioxidant and antineoplastic activities. It has a role as an antioxidant, an antineoplastic agent, a hepatoprotective agent and a plant metabolite. It is a flavonolignan, a polyphenol, an aromatic ether, a benzodioxine and a secondary alpha-hydroxy ketone.